BrC1=CC=C(C(N1)=O)C(=O)O 6-bromo-2-oxo-1,2-dihydropyridine-3-carboxylic acid